7-((3R,5S)-1-acryloyl-5-methylpyrrolidin-3-yl)-4-amino-6-(cyclopropylethynyl)-N-((R)-1-(2,3-difluorophenyl)ethyl)-7H-pyrrolo[2,3-d]pyrimidine-5-carboxamide C(C=C)(=O)N1C[C@@H](C[C@@H]1C)N1C(=C(C2=C1N=CN=C2N)C(=O)N[C@H](C)C2=C(C(=CC=C2)F)F)C#CC2CC2